ClC=1C=C(C=CC1OC)C=1C(=C2C(=NC1)NC=C2)NC2CN(CCC2)C2=CC=C(C#N)C=C2 4-(3-((5-(3-chloro-4-methoxyphenyl)-1H-pyrrolo[2,3-b]Pyridin-4-yl)amino)piperidin-1-yl)benzonitrile